[Na].C(CCCCCCC)S 1-octanethiol sodium